N-ethyl-5-fluoro-2-{1-methyl-6-[(3R)-1-{[(1s,4s)-4-amino-1-hydroxycyclohexyl]methyl}pyrrolidin-3-yl]-1H-indazol-4-yl}-N-(isopropyl)benzamide C(C)N(C(C1=C(C=CC(=C1)F)C1=C2C=NN(C2=CC(=C1)[C@@H]1CN(CC1)CC1(CCC(CC1)N)O)C)=O)C(C)C